1-cyclopropyloctyl 5-bromopentanoate BrCCCCC(=O)OC(CCCCCCC)C1CC1